tert-butyl 2-(2-fluorophenyl)-4-methoxypyrazolidine-1-carboxylate FC1=C(C=CC=C1)N1N(CC(C1)OC)C(=O)OC(C)(C)C